potassium silanol salt [SiH3]O.[K]